2-(7-(4-chlorophenyl)-9-hydroxy-2-methyl-3-oxo-3,5-dihydro-2H-benzo[c]pyrido[3,4-e]azepin-5-yl)-N-ethylacetamide ClC1=CC=C(C=C1)C1=NC(C=2C(C3=C1C=C(C=C3)O)=CN(C(C2)=O)C)CC(=O)NCC